dicyclopentadienyloxyethane C1(C=CC=C1)OC(C)OC1C=CC=C1